F[C@@H]1C(NC(C[C@@H]1N1C=CC2=C1N=NC(=C2)C2=CC1=C(N=C(S1)SC)C=C2O)(C)C)(C)C 6-{7-[(3S,4S)-3-fluoro-2,2,6,6-tetramethylpiperidin-4-yl]-7H-pyrrolo[2,3-c]pyridazin-3-yl}-2-(methylsulfanyl)-1,3-benzothiazol-5-ol